C1(CC1)COC=1C=C(C=CC1)CNC(=O)C=1C=C(C=NC1OC)C1=CC=C2C(=NNC2=C1)C(=O)NC 6-[5-({[3-(cyclopropylmethoxy)phenyl]methyl}carbamoyl)-6-methoxypyridin-3-yl]-N-methyl-1H-indazole-3-carboxamide